NCCOCCNC(\C=C\C1=C(C=CC=C1)OCCC)=O (E)-N-(2-(2-aminoethoxy)ethyl)-3-(2-propoxyphenyl)acrylamide